COC1=C(C=CC=C1)N1N=C(C=CC1=O)C(=O)OC Methyl 1-(2-methoxyphenyl)-6-oxo-pyridazine-3-carboxylate